(3S)-3-[3-bromo-4-cyano-5-[(cyclopropylmethyl)amino]pyrazol-1-yl]pyrrolidine-1-carboxylic acid tert-butyl ester C(C)(C)(C)OC(=O)N1C[C@H](CC1)N1N=C(C(=C1NCC1CC1)C#N)Br